N-(9-((2R,3S,4R)-5-(((tert-butyldimethylsilyl)oxy)methyl)-4-fluoro-3-hydroxytetrahydrofuran-2-yl)-6-oxo-6,9-dihydro-1H-purin-2-yl)isobutyramide [Si](C)(C)(C(C)(C)C)OCC1[C@@H]([C@H]([C@@H](O1)N1C=2N=C(NC(C2N=C1)=O)NC(C(C)C)=O)O)F